7-chloro-8-ethyl-10-(2-(neopentyloxy)ethyl)benzo[g]pteridine ClC=1C(=CC2=C(NC=3C=NC=NC3N2CCOCC(C)(C)C)C1)CC